COC1=C(C(=O)O)C(=CC=C1)OC 2,6-Dimethoxybenzoic acid